FC1(CC(C1)(S(=O)(=O)C1=CC(=CC=C1)F)N1CCCCC1)F (3,3-difluoro-1-((3-fluorophenyl)sulfonyl)cyclobutyl)piperidine